(R)-4-((1-(3-(difluoromethyl)-2-fluorophenyl)ethyl)amino)-2-methyl-6-(1-methyl-2-oxabicyclo[2.1.1]hexan-4-yl)-2,6-dihydropyrido[3,4-d]pyridazine-1,7-dione FC(C=1C(=C(C=CC1)[C@@H](C)NC1=NN(C(C=2C1=CN(C(C2)=O)C21COC(C2)(C1)C)=O)C)F)F